N-(2-isopropoxyethyl)-2-(4-(methylcarbamoyl)phenyl)benzo[d]imidazo[2,1-b]thiazole-7-carboxamide C(C)(C)OCCNC(=O)C1=CC2=C(N3C(S2)=NC(=C3)C3=CC=C(C=C3)C(NC)=O)C=C1